ClC1=CC2=C([C@@]3(OCC2=O)C[C@H](NCC3)C=3N=NN(C3)C)S1 (2S,4S)-2'-chloro-2-(1-methyltriazol-4-yl)spiro[piperidine-4,7'-thieno[2,3-c]pyran]-4'-one